BrC1=CC=C(C=C1)N1N=C(C(=C1)[C@@H]1O[C@H](C(N1CCC1=CC(=C(C=C1)NC(C)=O)F)=O)C)C1=CC=C(C=C1)F N-(4-(2-((2S,5S)-2-(1-(4-bromophenyl)-3-(4-fluorophenyl)-1H-pyrazole-4-yl)-5-methyl-4-oxooxazolidin-3-yl)ethyl)-2-fluorophenyl)acetamide